7-ethyl-5-(1-isopentylpiperidin-4-yl)-4-oxa-7-azaspiro[2.5]octan-8-one C(C)N1CC(OC2(CC2)C1=O)C1CCN(CC1)CCC(C)C